CC1=CN(C(=O)NC1=O)[C@H]2CC[C@H](O2)CO Desoxythymidin